6-cyclopropyl-N-(quinolin-8-yl)pyridine-3-sulfonamide C1(CC1)C1=CC=C(C=N1)S(=O)(=O)NC=1C=CC=C2C=CC=NC12